N,N-diisopropylaminolithium C(C)(C)N(C(C)C)[Li]